C1(=CC=CC=C1)C1=NN2C(C=CC(=C2)NC(=O)NCC=2C=NNC2)=N1 N-(2-phenyl-[1,2,4]triazolo[1,5-a]pyridin-6-yl)-N'-[(1H-pyrazol-4-yl)methyl]urea